C(CCC)N(C(C(=O)OCC)C(CC)C)C(=O)OCC ethyl 2-(butyl (ethoxycarbonyl) amino)-3-methylpentanoate